N1-(2-(dimethylamino)ethyl)-N1-ethyl-2-fluoro-N4-(4-(1-methyl-1H-indol-3-yl)-7H-pyrrolo[2,3-d]pyrimidin-2-yl)benzene-1,4-diamine CN(CCN(C1=C(C=C(C=C1)NC=1N=C(C2=C(N1)NC=C2)C2=CN(C1=CC=CC=C21)C)F)CC)C